NCC1=CC(=C2CN(C(C2=C1)=O)C1=CC(=CC=C1)C1(COC1)[C@H](C1=NN=CN1C)F)C(F)(F)F (R)-6-(aminomethyl)-2-(3-(3-(fluoro(4-methyl-4H-1,2,4-triazol-3-yl)methyl)oxetan-3-yl)phenyl)-4-(trifluoromethyl)isoindolin-1-one